6-methoxy-1-methyl-5-(4,4,5,5-tetramethyl-1,3,2-dioxaborolan-2-yl)-1H-indazole COC1=C(C=C2C=NN(C2=C1)C)B1OC(C(O1)(C)C)(C)C